(1-((S)-1-cyclopentylethyl)-1H-imidazol-4-yl)((1R,5S,6S)-6-(5,5-dimethyl-4,5-dihydroisoxazol-3-yl)-3-azabicyclo[3.1.0]hexan-3-yl)methanone C1(CCCC1)[C@H](C)N1C=NC(=C1)C(=O)N1C[C@H]2C([C@H]2C1)C1=NOC(C1)(C)C